(R)-3,3'-Bis(4,4''-dimethoxy-[1,1':3',1''-terphenyl]-5'-yl)-[1,1'-binaphthalene]-2,2'-diol COC1=CC=C(C=C1)C1=CC(=CC(=C1)C1=C(C(=C2C=CC=CC2=C1)C=1C(=C(C=C2C=CC=CC12)C=1C=C(C=C(C1)C1=CC=C(C=C1)OC)C1=CC=C(C=C1)OC)O)O)C1=CC=C(C=C1)OC